C(C)(C)(C)N1C(N=C2C(=C1)C1CCC(C2)N1C(=O)[O-])=O.[C@@H]1([C@H](O)[C@H](O)[C@@H](C[S+](CC[C@H](N)C(=O)O)C)O1)N1C=NC=2C(N)=NC=NC12 S-Adenosyl-Methionine tert-butyl-(±)-2-oxo-3,5,6,7,8,9-hexahydro-2H-5,8-epiminocyclohepta[d]pyrimidine-10-carboxylate